N1CN=CC2=C1C=CS2 dihydrothieno[3,2-d]pyrimidin